4-Amino-1-[(1R,3R,4R,7S)-7-hydroxy-1-(hydroxymethyl)-5-methylsulfonyl-2-oxa-5-azabicyclo[2.2.1]heptan-3-yl]-5-methyl-pyrimidin-2-one NC1=NC(N(C=C1C)[C@@H]1O[C@]2(CN([C@@H]1[C@@H]2O)S(=O)(=O)C)CO)=O